(2R,3R)-3-[(R)-1-tert-butyl-dimethyl-oxo-ethyl]-1-(4-methoxyphenyl)-4-acetoxyl-2-azetidinone C(C)(C)(C)[C@](C(=O)C)([C@H]1C(N(C1OC(=O)C)C1=CC=C(C=C1)OC)=O)C